O(C1=CC=CC=C1)C1=CC=C(C=C1)C1=NN(C2=C1C=NC=C2)[C@H]2CN(CC2)C(C=C)=O (R)-1-(3-(3-(4-phenoxyphenyl)-1H-pyrazolo[4,3-c]pyridin-1-yl)pyrrolidin-1-yl)prop-2-en-1-one